2-[(tert-butyldimethylsilyl)oxy]-acetaldehyde [Si](C)(C)(C(C)(C)C)OCC=O